1-(2-((3R,5R,8S,9S,10R,13S,14S,17S)-10-fluoro-3-hydroxy-3,13-dimethylhexadecahydro-1H-cyclopenta[a]phenanthren-17-yl)-2-oxoethyl)-3-methyl-1H-pyrazole-4-carbonitrile F[C@]12[C@H]3CC[C@@]4([C@H](CC[C@H]4[C@@H]3CC[C@@H]2C[C@](CC1)(C)O)C(CN1N=C(C(=C1)C#N)C)=O)C